The molecule is a long-chain fatty acyl-CoA that results from the formal condensation of the thiol group of coenzyme A with the carboxy group of (2E,13Z)-icosadienoic acid. It is a trans-2-enoyl-CoA, a long-chain fatty acyl-CoA and an 11,12-saturated fatty acyl-CoA. It is a conjugate acid of a (2E,13Z)-icosadienoyl-CoA(4-). CCCCCC/C=C\\CCCCCCCCC/C=C/C(=O)SCCNC(=O)CCNC(=O)[C@@H](C(C)(C)COP(=O)(O)OP(=O)(O)OC[C@@H]1[C@H]([C@H]([C@@H](O1)N2C=NC3=C(N=CN=C32)N)O)OP(=O)(O)O)O